N-(3-chloro-2,4-difluoro-phenyl)-1-methyl-4-[(1-methyl-cyclopropyl)sulfamoyl]-1H-pyrrole-2-carboxamide ClC=1C(=C(C=CC1F)NC(=O)C=1N(C=C(C1)S(NC1(CC1)C)(=O)=O)C)F